C(C)(C)(C)OC(=O)N[C@H](C(=O)ON1C(CCC1=O)=O)C 2,5-dioxopyrrolidin-1-yl (2S)-2-[(tert-butoxycarbonyl)amino]propanoate